Benzyl N2-(((9H-fluoren-9-yl)methoxy)carbonyl)-N5-(((2S,3R,4R,5S,6R)-3,4,5-trihydroxy-6-(hydroxymethyl)tetrahydro-2H-pyran-2-yl)methyl)-L-glutaminate C1=CC=CC=2C3=CC=CC=C3C(C12)COC(=O)N[C@@H](CCC(NC[C@@H]1O[C@@H]([C@H]([C@@H]([C@H]1O)O)O)CO)=O)C(=O)OCC1=CC=CC=C1